N-(2-thienylethyl)methylamine S1C(=CC=C1)CCNC